BrC(C(C(O)(C(C1=CC=CC=C1)(C1=CC=CC=C1)C1=CC=CC=C1)C(C1=CC=CC=C1)(C1=CC=CC=C1)C1=CC=CC=C1)(C(C1=CC=CC=C1)(C1=CC=CC=C1)Br)O)(Br)Br tetrabromotetraphenyl-tetraphenyl-pinacol